3-(2-(2-methyl-4-(((5-(methylsulfonyl)pyrazin-2-yl)oxy)methyl)pyrrolidin-1-yl)ethyl)benzonitrile CC1N(CC(C1)COC1=NC=C(N=C1)S(=O)(=O)C)CCC=1C=C(C#N)C=CC1